ClC=1C=C(CN2C(N(C=3N=C(N(C3C2=O)C)N[C@@H]2C[C@@H](C2)CO)C)=O)C=CC1Cl |r| (±)-1-(3,4-dichlorobenzyl)-8-((cis)-3-(hydroxymethyl)cyclobutylamino)-3,7-dimethyl-1H-purine-2,6(3H,7H)-dione